CC1(C(OCC1=O)=O)CCC(CC)=C=O 3-methyl-3-(3-carbonylpentyl)furan-2,4(3H,5H)-dione